ClC=1C2=C(N=CN1)C(=CN2)C(=O)NC(C)C 4-chloro-N-isopropyl-5H-pyrrolo[3,2-d]pyrimidine-7-carboxamide